1-fluoro-N-((2S,3S)-1-(2-hydroxy-2-methylpropanoyl)-2-((2,3',5'-trifluorobiphenyl-3-yl)methyl)pyrrolidin-3-yl)methanesulfonamide FCS(=O)(=O)N[C@@H]1[C@@H](N(CC1)C(C(C)(C)O)=O)CC=1C(=C(C=CC1)C1=CC(=CC(=C1)F)F)F